C(C)N(C=1SC2=C(N1)C=CC(=C2)C2=NC(=NC=C2F)NC2=CC=C(C=N2)N2CCN(CC2)C(=O)OC(C)(C)C)CC tert-butyl 4-(6-((4-(2-(diethylamino)benzothiazole-6-yl)-5-fluoropyrimidine-2-yl) amino)pyridine-3-yl)piperazine-1-carboxylate